2,2,2-trifluoroethylmethylether FC(COC)(F)F